[I-].C(C)N(C(=O)[C@H]1C[N+]([C@@H]2CC=3C4=C(C2=C1)C=CC=C4NC3)(C)CCCCCC)CC (6aR,9R)-9-(diethylcarbamoyl)-7-hexyl-7-methyl-4,6,6a,7,8,9-hexahydroindolo[4,3-fg]quinolin-7-ium iodide